1-butyl-1-methylpyrrolidinium trifluoromethaneSulfonate FC(S(=O)(=O)[O-])(F)F.C(CCC)[N+]1(CCCC1)C